FC1=C(C2=CN(N=C2C(=C1)C(NC=1C=C(C=2N(C1)C=C(N2)C)F)=O)C)N2CCN(CC2)C(=O)OC(C)(C)C tert-butyl 4-[5-fluoro-7-({8-fluoro-2-methylimidazo[1,2-a]pyridin-6-yl}carbamoyl)-2-methylindazol-4-yl]piperazine-1-carboxylate